3-[[(Z)-2-cyano-3-hydroxy-3-(5-methylisoxazol-4-yl)prop-2-enoyl]amino]benzoic acid methyl ester COC(C1=CC(=CC=C1)NC(\C(=C(\C=1C=NOC1C)/O)\C#N)=O)=O